NC1=NC=2C=CC=CC2C2=C1N=C(N2CC2=CC=C(C=C2)CNC(=O)OCCNC(C(=C)C)=O)CCC(=O)O 3-(4-amino-1-(4-(((2-methacrylamidoethoxy)carbonylamino)methyl)benzyl)-1H-imidazo[4,5-c]quinolin-2-yl)propanoic acid